(trifluoromethyl)thieno[3,2-b]pyridin-4-ol FC(F)(F)C1C=C2N(C=CC=C2S1)O